FC1=CC=C2C(CN(C2=C1)C(=O)N1[C@H](C[C@](CC1)(C(=O)N[C@@H]1[C@H](C[C@H](CC1)C(=O)O)C)C1=CC=C(C=C1)F)C)C1CCC(CC1)OC(C)C (1S,3S,4S)-4-((2S,4S)-1-(6-fluoro-3-((1r,4S)-4-isopropoxycyclohexyl)indoline-1-carbonyl)-4-(4-fluorophenyl)-2-methylpiperidine-4-carboxamido)-3-methylcyclohexane-1-carboxylic acid